methyl (1S,2S)-2-(hydroxymethyl)cyclohexane-1-carboxylate OC[C@@H]1[C@H](CCCC1)C(=O)OC